COC1=C(C=C(C2=C(C=CC(=C12)OC)OC)OC)C=O 1,4,5,8-tetramethoxy-2-naphthaldehyde